ClC=1N=C2C(=C(C(N(C2=CC1)C)=O)C#N)N1CCN(CC1)CC1=CC=C(C=C1)Cl 6-chloro-4-{4-[(4-chlorophenyl)methyl]piperazin-1-yl}-1-methyl-2-oxo-1,2-dihydro-1,5-naphthyridine-3-carbonitrile